(R) or (S)-1-methyl-5-oxo-pyrrolidine-3-carboxylic acid CN1C[C@@H](CC1=O)C(=O)O |o1:3|